CN1C2=C(C=CC1=O)NC=C2C2=CC(=CC(=C2)OC2=CC=C(C=C2)C(F)(F)F)C 4-methyl-3-{3-methyl-5-[4-(trifluoromethyl)-phenoxy]phenyl}-1H,4H,5H-pyrrolo[3,2-b]pyridin-5-one